COC=1C=CC(=NC1)COC1=CC=C2CCN(CC2=C1)C1=NC=C(C=N1)OC 7-[(5-Methoxypyridin-2-yl)methoxy]-2-(5-methoxypyrimidin-2-yl)-1,2,3,4-tetrahydroisoquinoline